2-methoxy-N-(8'-(oxazol-4-ylmethyl)-4'H-spiro[cyclopropane-1,5'-naphtho[2,1-d]isoxazol]-3'-yl)-N-(2-(trimethylsilyl)ethyl)benzenesulfonamide COC1=C(C=CC=C1)S(=O)(=O)N(CC[Si](C)(C)C)C1=NOC2=C1CC1(C3=CC=C(C=C32)CC=3N=COC3)CC1